FC1(CCC1)CNCC=1NC2=CC(=CC=C2C1)CNC(=O)C=1N=C2N(C(C1)=O)C=CC=C2 N-[[2-[[(1-fluorocyclobutyl)methylamino]methyl]-1H-indol-6-yl]methyl]-4-oxo-pyrido[1,2-a]pyrimidine-2-carboxamide